4-hexylaminobutane-1-sulfonic acid C(CCCCC)NCCCCS(=O)(=O)O